(R)-2-(3-oxo-6-(perfluorophenyl)-2,3-dihydro-4H-benzo[b][1,4]oxazin-4-yl)propionic acid O=C1N(C2=C(OC1)C=CC(=C2)C2=C(C(=C(C(=C2F)F)F)F)F)[C@@H](C(=O)O)C